[N+](=O)([O-])C1=CC=2C(C(C=3C=C(C=C4C(C(C(=C1)C2C43)=O)=O)[N+](=O)[O-])=O)=O 2,7-dinitropyrene-4,5,9,10-tetrone